O1C(=NC2=C1C=CC=C2)CNC(=O)C2CCN(CC2)C2=NC(=NO2)C2=CC=C(C=C2)OC N-(benzo[d]oxazol-2-ylmethyl)-1-(3-(4-methoxyphenyl)-1,2,4-oxadiazol-5-yl)piperidine-4-carboxamide